(R)-N-(cyclopropylmethyl)-1-(6-((5-(5-cyclopropylpyridin-3-yl)-1,3,4-thiadiazol-2-yl)methyl)pyridin-3-yl)piperidin-3-amine C1(CC1)CN[C@H]1CN(CCC1)C=1C=NC(=CC1)CC=1SC(=NN1)C=1C=NC=C(C1)C1CC1